6-(2-chloro-6-methyl-phenyl)-N-(1-methyl-4-piperidyl)quinazolin-8-amine ClC1=C(C(=CC=C1)C)C=1C=C2C=NC=NC2=C(C1)NC1CCN(CC1)C